[N+](=O)([O-])CC1=CNC=CC=C1 3-(nitromethyl)azepine